O1[C@@H]2[C@H](NC=C1)C=1C=CC=CC1C2 (4aR,9aS)-4,4a,9,9a-tetrahydroindeno[2,1-b][1,4]oxazin